C(C#CC)N1N=NC=2N(C1=O)C=NC2C(=O)N(C)C 3-(but-2-yn-1-yl)-N,N-dimethyl-4-oxo-3,4-dihydroimidazo[5,1-d][1,2,3,5]tetrazine-8-carboxamide